ClC1=C(C=C2C=C(N=CC2=C1)NC(=O)C1C2CCC(C12)N(C)C)C1CCN(CC1)C1(COCC1O)C N-(7-chloro-6-(1-(4-hydroxy-3-methyltetrahydrofuran-3-yl)piperidin-4-yl)isoquinolin-3-yl)-2-(dimethylamino)bicyclo[3.1.0]hexane-6-carboxamide